5-Methoxy-N-acetyltryptamine COC1=CC=C2NC=C(CCNC(C)=O)C2=C1